tert-Butyl 4-(4-cyanophenyl)-5,6-dihydropyridine-1(2H)-carboxylate C(#N)C1=CC=C(C=C1)C1=CCN(CC1)C(=O)OC(C)(C)C